NC=1C=CC(=NC1)C1=C(C2=C(N(C(N(C2=O)C=2N=NC(=CC2)OC)=O)CC2=C(C=CC=C2F)F)S1)CN(C)C 6-(5-aminopyridin-2-yl)-1-(2,6-difluorobenzyl)-5-((dimethylamino)methyl)-3-(6-methoxypyridazin-3-yl)thieno[2,3-d]pyrimidine-2,4(1H,3H)-dione